(±)-4-(3-bromo-4-(2-((2R)-2-hydroxy-7-azabicyclo[2.2.1]heptan-7-yl)acetyl)-5-methyl-2-((2-methylthiazol-4-yl)methyl)-1H-pyrrol-1-yl)benzonitrile BrC1=C(N(C(=C1C(CN1C2[C@@H](CC1CC2)O)=O)C)C2=CC=C(C#N)C=C2)CC=2N=C(SC2)C